[N+](=O)([O-])C1=C(C=CC(=C1)C(=O)O)C1=C(C=C(C=C1)C(=O)O)[N+](=O)[O-] 2,2'-dinitro-[1,1'-biphenyl]-4,4'-dicarboxylic acid